FC1=CC=NC2=CC(=CC=C12)[N+](=O)[O-] 4-Fluoro-7-nitroquinoline